C(CCCCCC)C=1OC=CC=NC1CO (R)-heptyl-3(S)-hydroxymethyl-1,4-oxazepine